N-[(1R)-1-phenylethyl]-1-naphthalenemethylamine C1(=CC=CC=C1)[C@@H](C)NCC1=CC=CC2=CC=CC=C12